N1C=C(C2=CC=CC=C12)CCNC(=O)C=1C(N(C(=C(C1)C1=CC=CC=C1)C)C1=CC(=CC=C1)C(F)(F)F)=O N-[2-(1H-indol-3-yl)ethyl]-6-methyl-2-oxo-5-phenyl-1-[3-(trifluoromethyl)phenyl]-1,2-dihydropyridine-3-carboxamide